N-methyl-2-[methyl-[4-(o-tolyl)-2-oxo-pyrano[2,3-b]pyridin-7-yl]amino]acetamide CNC(CN(C1=CC=C2C(=N1)OC(C=C2C2=C(C=CC=C2)C)=O)C)=O